3-dibutylamino-1-(4-hexyl-phenyl)-propan-1-one C(CCC)N(CCC(=O)C1=CC=C(C=C1)CCCCCC)CCCC